Cl.NC1C2CN(CC12)CC1=CC=C(C=C1)N1C(N=C(C=C1)NC(=O)N1CC2(CC1)CNCC2)=O N-(1-(4-((exo-6-Amino-3-azabicyclo[3.1.0]hexan-3-yl)methyl)phenyl)-2-oxo-1,2-dihydropyrimidin-4-yl)-2,7-diazaspiro[4.4]nonane-2-carboxamide Hydrochloride Salt